4-propyl-furan C(CC)C=1C=COC1